silver (I) triflimide N(S(=O)(=O)C(F)(F)F)S(=O)(=O)C(F)(F)F.[Ag+]